methyl 3-[(tert-butoxycarbonyl)(methyl)amino]-2-naphthoate C(C)(C)(C)OC(=O)N(C=1C(=CC2=CC=CC=C2C1)C(=O)OC)C